BrC=1C=CC(=NC1OC)NS(=O)(=O)C1CC1 N-(5-bromo-6-methoxypyridin-2-yl)cyclopropanesulfonamide